O1CC(OC=C1)=O dioxin-3(4H)-one